ClC1=CN=CC(=N1)OC12CCN(CC1)CC2 4-((6-chloropyrazin-2-yl)oxy)quinuclidine